ClC1=NC=2[C@H]3C([C@@H](CC2C=C1C#N)C3)(C)C (6R,8R)-2-chloro-7,7-dimethyl-5,6,7,8-tetrahydro-6,8-methanoquinoline-3-carbonitrile